((2R,3S,5R)-5-(6-amino-2-fluoro-9H-purin-9-yl)-3-(butyryloxy)-2-ethynyltetrahydrofuran-2-yl)methyl tetradecanoate C(CCCCCCCCCCCCC)(=O)OC[C@]1(O[C@H](C[C@@H]1OC(CCC)=O)N1C2=NC(=NC(=C2N=C1)N)F)C#C